C(CC=CCC)OC1=CC(=C(C(=C1)C(C)(C)C)O)C(C)(C)C 4-(hex-3-en-1-yloxy)-2,6-di-tert-butylphenol